(R)-N-(5-(3-(2-hydroxypropan-2-yl)pyrrolidin-1-yl)-2-(trifluoromethyl)pyridin-3-yl)-6-(1-methyl-1H-pyrazol-4-yl)picolinamide OC(C)(C)[C@H]1CN(CC1)C=1C=C(C(=NC1)C(F)(F)F)NC(C1=NC(=CC=C1)C=1C=NN(C1)C)=O